CC(C(=O)NCCCCCCNC(C(=C)C)=O)=C dimethyl-N,N'-hexamethylenebisacrylamide